COC=1C=C2CCN(CC2=CC1OC)CCC1=CC=C(C=C1)NC(=O)C1=C(C=C(C(=O)OC)C=C1)NC(=O)C=1OC2=CC=CC=C2C(C1)=O Methyl 4-((4-(2-(6,7-dimethoxy-3,4-dihydroisoquinolin-2(1H)-yl)ethyl)phenyl)carbamoyl)-3-(4-oxo-4H-chromene-2-carboxamido)benzoate